6-chloro-4-((2S)-2-methyl-4-(2-propenoyl)-1-piperazinyl)-7-(1-methyl-1H-pyrazol-4-yl)-1-(2-(2-propanyl)phenyl)pyrido[2,3-d]pyrimidin-2(1H)-one ClC1=CC2=C(N(C(N=C2N2[C@H](CN(CC2)C(C=C)=O)C)=O)C2=C(C=CC=C2)C(C)C)N=C1C=1C=NN(C1)C